N-[(1S,2S)-2-Hydroxycyclohexyl]-4-methyl-3-({[5-(pyrimidin-2-yl)pyridin-3-yl]methyl}amino)benzamide O[C@@H]1[C@H](CCCC1)NC(C1=CC(=C(C=C1)C)NCC=1C=NC=C(C1)C1=NC=CC=N1)=O